N-(3-(dimethylamino)benzyl)-N-(3-methoxybenzyl)-4-methyl-5-(morpholinomethyl)oxazol-2-amine CN(C=1C=C(CN(C=2OC(=C(N2)C)CN2CCOCC2)CC2=CC(=CC=C2)OC)C=CC1)C